BrC1=C2C(=C(N=C1)N1CCOCC1)OCCC2(C)C 4-{5-bromo-4,4-dimethyl-2H,3H-pyrano[2,3-c]pyridin-8-yl}morpholine